O=C1NC(CCC1N1C(C2=CC=C(C=C2C1=O)N1CCN(CC1)C(=O)C1=C(C=C(C(=O)OCC2=CC=CC=C2)C=C1)C)=O)=O benzyl 4-{4-[2-(2,6-dioxopiperidin-3-yl)-1,3-dioxo-2,3-dihydro-1H-isoindol-5-yl]piperazine-1-carbonyl}-3-methylbenzoate